(R)-N-(3-(2-((1-hydroxypropan-2-yl)amino)-6-morpholinopyridin-4-yl)-4-methylphenyl)-3-(2,2,2-trifluoroethyl)-2,5-dihydro-1H-pyrrole-1-carboxamide OC[C@@H](C)NC1=NC(=CC(=C1)C=1C=C(C=CC1C)NC(=O)N1CC(=CC1)CC(F)(F)F)N1CCOCC1